C1(=CC=CC2=CC=CC=C12)NC=1C(C(=O)N)=CC=CC1 naphthyl-anthranilamide